N,N-Dimethylaminoethoxyethanol CN(C)CCOC(C)O